2,3-dihydrofuro[3,2-c]pyridin-4-amine O1CCC=2C(=NC=CC21)N